C1(=CC=CC=C1)/C=C/S(=O)(=O)F (trans)-2-phenylethene-1-sulfonyl fluoride